[Br-].CC(C)[NH3+] 2-propylammonium bromide